CS(=O)(=O)[Na] methylsulfonyl-sodium